tert-butyl N-[2-(3-{2-[4-(2,3-dimethoxybenzoyl)piperazin-1-yl]-2-oxoethoxy}phenoxy)ethyl]carbamate COC1=C(C(=O)N2CCN(CC2)C(COC=2C=C(OCCNC(OC(C)(C)C)=O)C=CC2)=O)C=CC=C1OC